C(C)OC(=O)C1=CC=C(C=C1)C1=NC=CC=C1 2-(4-(ethoxycarbonyl)phenyl)pyridine